CC(C)(C)[S@@](=O)N[C@@H]1CCCC12CCN(CC2)C2=NC(=CC(=N2)C#N)C (R)-2-methyl-N-((R)-8-(4-cyano-6-methylpyrimidin-2-yl)-8-azaspiro[4.5]dec-1-yl)-propane-2-sulfinamide